(R)-2-fluoro-4-(5-(4-methyl-3,4-dihydro-2H-benzo[b][1,4]oxazin-7-yl)-1-(pyrrolidin-3-ylmethyl)-1H-pyrrolo[2,3-c]pyridin-4-yl)benzonitrile FC1=C(C#N)C=CC(=C1)C1=C2C(=CN=C1C=1C=CC3=C(OCCN3C)C1)N(C=C2)C[C@H]2CNCC2